4-(4-(2,4-difluorophenoxy)piperidin-1-yl)-2-methylpyrimidin-5-amine FC1=C(OC2CCN(CC2)C2=NC(=NC=C2N)C)C=CC(=C1)F